FC(C1(CCN(CC1)C(=O)OCC1=CC=CC=C1)OCC)F benzyl 4-(difluoromethyl)-4-ethoxypiperidine-1-carboxylate